Butyl-imidazole bisulfate S(O)(O)(=O)=O.C(CCC)C=1NC=CN1